5-(cyclopropylmethyl)-2-(2-methyl-2H-indazol-5-yl)-4-(6-methylpyridin-3-yl)-2,7-dihydro-3H-imidazo[4,5-c]pyridazine-3,6(5H)-dione C1(CC1)CN1C(NC2=NN(C(C(=C21)C=2C=NC(=CC2)C)=O)C2=CC1=CN(N=C1C=C2)C)=O